1-(5-fluoro-1,3-thiazol-2-yl)-7-{3-[(5-methoxypyridin-2-yl)carbamoyl]azetidin-1-yl}-5-methyl-4-oxo-1,4-dihydro-1,8-naphthyridine-3-carboxylic acid FC1=CN=C(S1)N1C=C(C(C2=C(C=C(N=C12)N1CC(C1)C(NC1=NC=C(C=C1)OC)=O)C)=O)C(=O)O